2-(5-(2-((3-Fluorobenzyl)amino)-5-(6-methylpyridin-2-yl)-1H-imidazol-4-yl)-1H-indazol-1-yl)-2-methylpropan-1-ol FC=1C=C(CNC=2NC(=C(N2)C=2C=C3C=NN(C3=CC2)C(CO)(C)C)C2=NC(=CC=C2)C)C=CC1